NC1=CC=2C(C3=CC=CC=C3C2C=C1)=O 2-amino-9H-fluoren-9-one